C(#N)C=1C=C(C=C2CCC(NC12)=O)C1=NC=CC(=C1CC)C(=O)N (8-cyano-2-oxo-3,4-dihydro-1H-quinolin-6-yl)-3-ethyl-pyridine-4-carboxamide